Piperidine-4-carboxylic acid [2-(2,3-dihydro-benzo[1,4]dioxin-5-yl)-6-methoxy-pyridin-4-yl]-amide O1CCOC2=C1C=CC=C2C2=NC(=CC(=C2)NC(=O)C2CCNCC2)OC